CC(C(CC(=O)N[C@@H](C)C1=CC(=CC=C1)OC(F)(F)F)=O)(C)C 4,4-dimethyl-3-oxo-N-[(1S)-1-[3-(trifluoromethoxy)phenyl]ethyl]pentanamide